CN(NC)C 1,1,2-trimethylhydrazine